2-(1-methyl-ethyl)-1-hexanol CC(C)C(CO)CCCC